ClC=1C(=NC=CN1)C(=O)NN chloropyrazine-2-carbohydrazide